N,N-diisopropylethaneamine C(C)(C)N(CC)C(C)C